N[C@@H](COC1=NC(=NC(=C1)C1=C(C=CC=C1C)C)NS(=O)(=O)C=1C=C(C(=O)O)C=CC1)C(CC)CC 3-[[4-[(2R)-2-Amino-3-ethyl-pentoxy]-6-(2,6-dimethylphenyl)pyrimidin-2-yl]sulfamoyl]benzoic acid